racemic-3-(isoquinolin-4-yl)-2-oxo-1-(1-((trifluoromethyl)sulfonyl)azetidin-3-yl)imidazolidine-4-carbonitrile C1=NC=C(C2=CC=CC=C12)N1C(N(C[C@@H]1C#N)C1CN(C1)S(=O)(=O)C(F)(F)F)=O |r|